[4-[[(2-Isopropoxybenzoyl)amino]methyl]phenyl]boronic acid C(C)(C)OC1=C(C(=O)NCC2=CC=C(C=C2)B(O)O)C=CC=C1